C(CCC)O[W](OCCCC)(OCCCC)(OCCCC)OCCCC pentabutoxytungsten (V)